5-OXO-2-PHENYL-1,3-OXAZOL O=C1C=NC(O1)C1=CC=CC=C1